((Tert-Butyldimethylsilanyloxy)ethyl)-2-(7-cyano-5-isopropoxy-benzo[b]thiophen-2-yl)thiazole-5-carboxylic acid [Si](C)(C)(C(C)(C)C)OCCC=1N=C(SC1C(=O)O)C1=CC2=C(S1)C(=CC(=C2)OC(C)C)C#N